2-chloro-8-methyl-8-(1-methyl-1H-pyrazol-4-yl)-7,8-dihydro-6H-cyclopenta[e]pyrazolo[1,5-a]pyrimidine-6-carbonitrile ClC1=NN2C(N=CC3=C2C(CC3C#N)(C=3C=NN(C3)C)C)=C1